methoxymethyl 3,5-diethyl-4-((4-hydroxy-2,3,6-trimethylbenzoyl)oxy)-2,6-dimethylbenzoate benzyl-4-((4-(benzyloxy)-2,3,6-trimethylbenzoyl)oxy)-2,6-dimethyl-3,5-divinylbenzoate C(C1=CC=CC=C1)OC(C1=C(C(=C(C(=C1C)C=C)OC(C1=C(C(=C(C=C1C)OCC1=CC=CC=C1)C)C)=O)C=C)C)=O.C(C)C=1C(=C(C(=O)OCOC)C(=C(C1OC(C1=C(C(=C(C=C1C)O)C)C)=O)CC)C)C